2,5-difluoro-3-iodo-6-methyl-benzoic acid methyl ester COC(C1=C(C(=CC(=C1C)F)I)F)=O